C1(=CC=CC=C1)C(CN)(CN)C1=CC=CC=C1 2,2-diphenyl-1,3-propylenediamine